OC[C@H]1CN(C(O1)=O)C1=CC=C(C=C1)N1C(COCC1)=O (R)-4-[4-(5-hydroxymethyl-2-oxooxazolidin-3-yl)-phenyl]-morpholin-3-one